(2S,5R)-5-(2-chlorophenyl)-1-(2'-(cyanomethyl)-4',5'-dimethoxy-[1,1'-biphenyl]-4-carbonyl)pyrrolidine-2-carboxylic acid ClC1=C(C=CC=C1)[C@H]1CC[C@H](N1C(=O)C1=CC=C(C=C1)C1=C(C=C(C(=C1)OC)OC)CC#N)C(=O)O